N-(1H-indazol-7-yl)-1H-pyrazole-4-sulfonamide N1N=CC2=CC=CC(=C12)NS(=O)(=O)C=1C=NNC1